5-(2-carboxyvinyl)uracil C(=O)(O)C=CC=1C(NC(NC1)=O)=O